COC1=CC=C(CNCC(=O)O)C=C1 N-(4-methoxybenzyl)glycine